C1(CC1)S(=O)(=O)N[C@@H]1CC[C@H](OC1)CN1CCC2(CN(C2)C2=NC=NC=C2OC2=C(C(=O)[O-])C=C(C=C2)F)CC1.[Li+] lithium 2-((4-(7-(((2S,5R)-5-(cyclopropanesulphonamido) tetrahydro-2H-pyran-2-yl) methyl)-2,7-diazaspiro[3.5]non-2-yl) pyrimidin-5-yl) oxy)-5-fluorobenzoate